2,4-bis(1,1-dimethylethyl)-6-ethyl-phenol CC(C)(C)C1=C(C(=CC(=C1)C(C)(C)C)CC)O